S1C2=C(C=C1)C=CC=C2C=2C(N(C(C2)=O)CC2CCOCC2)=O 3-(benzo[b]thiophen-7-yl)-1-((tetrahydro-2H-pyran-4-yl)methyl)-1H-pyrrole-2,5-dione